butenyl-succinimide C(=CCC)C1C(=O)NC(C1)=O